FC(C=1C=2C=CC=NC2CCN1)F 5-(difluoromethyl)-7,8-dihydro-1,6-naphthyridine